C(#N)[C@H]1N([C@H]2C[C@H]2C1)C(CC1=NC2=CC(=CC=C2C(=C1)C(=O)N)C1(CC1)C(F)(F)F)=O (2-((1S,3S,5S)-3-cyano-2-azabicyclo[3.1.0]hex-2-yl)-2-oxoethyl)-7-(1-(trifluoromethyl)cyclopropyl)quinoline-4-carboxamide